Phenyl 4-(4-{4-[(1S)-1-{[5-methyl-7-oxo-8-(propan-2-yl)-7,8-dihydropyrido[2,3-d]pyrimidin-2-yl]amino}ethyl] phenyl}tetrahydro-2H-pyran-4-yl)piperazine-1-carboxylate CC1=CC(N(C=2N=C(N=CC21)N[C@@H](C)C2=CC=C(C=C2)C2(CCOCC2)N2CCN(CC2)C(=O)OC2=CC=CC=C2)C(C)C)=O